OC(CC(=O)[O-])CCC 3-hydroxy-hexanoate